1-(4-(2-hydroxyethoxy)-3-methylphenyl)-3-(4-isopropyl-2-(naphthalen-2-yl)thiazol-5-yl)propan-1-ol OCCOC1=C(C=C(C=C1)C(CCC1=C(N=C(S1)C1=CC2=CC=CC=C2C=C1)C(C)C)O)C